1-(4-chloro-benzyl)-3-(4-(2-oxooxazolidin-5-yl)phenyl)urea ClC1=CC=C(CNC(=O)NC2=CC=C(C=C2)C2CNC(O2)=O)C=C1